N-(2,2-difluoroethyl)-5-(2-((3-(4-methylpiperazin-1-yl)phenyl)amino)-7H-pyrrolo[2,3-d]pyrimidin-5-yl)pyrazolo[1,5-a]pyridine-3-carboxamide FC(CNC(=O)C=1C=NN2C1C=C(C=C2)C2=CNC=1N=C(N=CC12)NC1=CC(=CC=C1)N1CCN(CC1)C)F